CS(=O)(=O)OC1(CCCCC1)NC(=O)OC(C)(C)C {{tert-butoxycarbonyl}amino}cyclohexyl methanesulfonate